2-[4-[[[6-[cyclopropyl-[[6-(difluoromethyl)-3-pyridyl]methyl]amino]-5-fluoro-pyrimidin-4-yl]amino]methyl]phenyl]acetamide C1(CC1)N(C1=C(C(=NC=N1)NCC1=CC=C(C=C1)CC(=O)N)F)CC=1C=NC(=CC1)C(F)F